C(#N)C1=C(C=C(C=C1)N1N=C(C=C1)CNC(C1=CC=C(C=C1)C(F)(F)F)=O)C(F)(F)F N-((1-(4-cyano-3-trifluoromethylphenyl)-1H-pyrazol-3-yl)methyl)-4-trifluoromethylbenzamide